tert-butyl (S)-4-((S)-10-hydroxy-10-((6-oxo-4-phenylpyrimidin-1(6H)-yl)methyl)-7-azaspiro[4.5]decane-7-carbonyl)-3-phenylpiperazine-1-carboxylate O[C@]1(CCN(CC12CCCC2)C(=O)N2[C@H](CN(CC2)C(=O)OC(C)(C)C)C2=CC=CC=C2)CN2C=NC(=CC2=O)C2=CC=CC=C2